FC1(CC1)C1=C(C=CC(=C1)C)S(=O)(=O)OC methyl (1-fluorocyclopropyl)4-methylbenzenesulfonate